C(C)NC(=O)C1=CC2=C(C(N(C=C2C(C)C=2C=NC=CC2)C)=O)N1 N-ethyl-6-methyl-7-oxo-4-(1-(pyridin-3-yl)ethyl)-6,7-dihydro-1H-pyrrolo[2,3-c]pyridine-2-carboxamide